Methyl-2-iodoacetat COC(CI)=O